C1(NNC12CCCCC2)=O diazaspiro[3.5]nonan-1-one